N=1ON=C2C1C=CC(=C2)C=2C(=C(C#N)C=CC2)N2CCC(CC2)C2=NN=CN2C 3-(2,1,3-Benzoxadiazol-5-yl)-2-[4-(4-methyl-4H-1,2,4-triazol-3-yl)piperidin-1-yl]benzonitrile